1-[3-[6-(1-methylpyrazol-4-yl)pyrazolo[1,5-a]pyrazin-4-yl]-8-azabicyclo[3.2.1]octan-8-yl]prop-2-en-1-one CN1N=CC(=C1)C=1N=C(C=2N(C1)N=CC2)C2CC1CCC(C2)N1C(C=C)=O